(S)-2-((2-cyclopropyl-7-methyl-5-(2-(tetrahydrofuran-3-carbonyl)-2,6-diazaspiro[3.4]octane-6-yl)pyrazolo[1,5-a]pyridin-3-yl)(methyl)amino)-4-(4-fluorophenyl)thiazole-5-carbonitrile C1(CC1)C1=NN2C(C=C(C=C2C)N2CC3(CN(C3)C(=O)[C@@H]3COCC3)CC2)=C1N(C=1SC(=C(N1)C1=CC=C(C=C1)F)C#N)C